(5R)-N-{5-[(5R)-7-chloro-4,4-difluoro-5-hydroxy-2,3,4,5-tetrahydro-1H-1-benzazepin-1-carbonyl]pyridin-2-yl}-2-(trifluoromethyl)benzamide ClC=1C=CC2=C([C@H](C(CCN2C(=O)C=2C=CC(=NC2)NC(C2=C(C=CC=C2)C(F)(F)F)=O)(F)F)O)C1